C(C)OC(C=C(OCC)OCC)[SiH3] triethoxyallyl-silane